(3-cyano-4-(difluoromethoxy)phenyl)-N,4-dimethylthiazole-5-carboxamide C(#N)C=1C=C(C=CC1OC(F)F)C=1SC(=C(N1)C)C(=O)NC